ClC1=C(C=CC(=C1)Cl)N1N=CC2=C1N=C1N(CCC3=C1NC1=CC=CC=C31)C2=O 1-(2,4-dichlorophenyl)-6,7-dihydro-1H-pyrazolo[3'',4'':4',5']pyrimido[1',2':1,2]pyrido[3,4-b]indol-4(12H)-one